2-(3-chloro-2-methylphenyl)propan-2-ol ClC=1C(=C(C=CC1)C(C)(C)O)C